1-methyl-4-{4-[(3-methylbenzyl)oxy]piperidin-1-yl}-2-oxo-1,2-dihydroquinoline-3-carbonitrile CN1C(C(=C(C2=CC=CC=C12)N1CCC(CC1)OCC1=CC(=CC=C1)C)C#N)=O